racemic-(3R,4R)-4-tert-butoxycarbonylamino-1-cyclopentyl-piperidine-3-carboxylic acid C(C)(C)(C)OC(=O)N[C@H]1[C@@H](CN(CC1)C1CCCC1)C(=O)O |r|